6-methyloxan-3-yl (2R)-2-{[(benzyloxy)carbonyl]amino}pentanedioate C(C1=CC=CC=C1)OC(=O)N[C@@H](C(=O)OC1COC(CC1)C)CCC(=O)[O-]